FC(S(=O)(=O)[O-])(F)F.C1(=CC=CC=C1)[Sb+]C1=CC=CC=C1 diphenyl-antimony trifluoromethanesulfonate